BrC1=C(C=CC(=C1)C1(CC1)OC)OC 2-bromo-1-methoxy-4-(1-methoxycyclopropyl)benzene